C(C)(C)(C)OC(=O)N1CC(C1)OC1=NOC(=C1)C 3-((5-Methylisoxazol-3-yl)oxy)azetidine-1-carboxylic acid tert-butyl ester